dipropyl-dipropylammonium hydroxide [OH-].C(CC)[N+](CCC)(CCC)CCC